BrC=1C(=CC(=C(C1)C#CC=1C=CC=NC1)NS(=O)(=O)C=1C=CC(=C2C=CC=NC12)OC)F 5-{2-[5-Bromo-4-fluoro-2-(5-methoxychinolin-8-sulfonamido)phenyl]ethynyl}pyridin